3-ethyl-9-fluoro-1-(4-methoxybenzyl)-2-oxo-2,3-dihydro-1H-pyrimido[4,5,6-de]quinazoline-8-carboxylic acid methyl ester COC(=O)C1=CC=2C3=C(N(C(N(C3=C1F)CC1=CC=C(C=C1)OC)=O)CC)N=CN2